COC(CCNC(=O)C=1N(C=C(N1)NC(=O)OC(C)(C)C)C)=O.OC1=C2C(C=CC(C2=C(C=C1)O)=O)=O 5,8-dihydroxynaphthoquinone methyl-3-([4-[(tert-butoxycarbonyl)amino]-1-methylimidazol-2-yl]formamido)propanoate